[13C](C)(=O)SCCNC(CCNC([C@@H](C(COP(OP(OC[C@@H]1[C@H]([C@H]([C@@H](O1)N1C=NC=2C(N)=NC=NC12)O)OP(=O)(O)O)(=O)O)(=O)O)(C)C)O)=O)=O [1-13C]Acetyl-CoA